ClC=1C=CC(=C(C1)[C@H]1C[C@H](C1)NC(=O)C=1C(=NN(C1)[C@H](C)C=1C=NC(=NC1)N1C([C@@H]2C[C@@H]2C1)=O)C#N)C#N |o1:19| N-((cis)-3-(5-chloro-2-cyanophenyl)cyclobutyl)-3-cyano-1-((R or S)-1-(2-((1R,5S)-2-oxo-3-azabicyclo[3.1.0]hexan-3-yl)pyrimidin-5-yl)ethyl)-1H-pyrazole-4-carboxamide